2,2,2-Trichloroethyl-3,7,9-triazabicyclo[3.3.1]nonane-3-carboxylate ClC(COC(=O)N1CC2CNCC(C1)N2)(Cl)Cl